FC=1C=C2C=C(C(N(C2=CC1)C)=O)C#N 6-fluoro-1-methyl-2-oxo-1,2-dihydroquinoline-3-carbonitrile